BrC1=CC2=C(C=3N=CC=NC13)C=C(N=C2)Cl 5-bromo-9-chloropyrido[4,3-f]quinoxaline